3-hexyl-2-methylbenzothiazole iodide salt [I-].C(CCCCC)N1C(SC2=C1C=CC=C2)C